C1(=CC=CC=C1)C(CCC=C)(C1=CC=CC=C1)C1=CC=CC=C1 1,1,1-triphenyl-4-pentene